FC(C)(F)C1=NN(C(=C1C)C(=O)NC1=CC(=NC=C1)S(=O)(=O)C)CC1C(C1)C(F)(F)F 3-(1,1-difluoroethyl)-4-methyl-N-(2-(methylsulfonyl)pyridin-4-yl)-1-((2-(trifluoromethyl)cyclopropyl)methyl)-1H-pyrazole-5-carboxamide